tert-butyl 7-[8-({8-fluoro-2-methylimidazo[1,2-a]pyridin-6-yl}carbamoyl)cinnolin-5-yl]-1,7-diazaspiro[3.5]nonane-1-carboxylate FC=1C=2N(C=C(C1)NC(=O)C=1C=CC(=C3C=CN=NC13)N1CCC3(CCN3C(=O)OC(C)(C)C)CC1)C=C(N2)C